1,1',1'',1'''-((((Piperazine-1,4-diylbis(ethane-2,1-diyl))bis(disulfanediyl))bis(butane-4,1-diyl))bis(azanetriyl))tetrakis(tetradecan-2-ol) N1(CCN(CC1)CCSSCCCCN(CC(CCCCCCCCCCCC)O)CC(CCCCCCCCCCCC)O)CCSSCCCCN(CC(CCCCCCCCCCCC)O)CC(CCCCCCCCCCCC)O